(S)-2-((4-((2-hydroxy-1-phenylethyl)amino)-5-(1,2,4-oxadiazol-5-yl)pyridin-2-yl)amino)-7,7-dimethyl-6-propyl-6,7-dihydro-5H-pyrrolo[3,4-d]pyrimidin-5-one OC[C@H](C1=CC=CC=C1)NC1=CC(=NC=C1C1=NC=NO1)NC=1N=CC2=C(N1)C(N(C2=O)CCC)(C)C